bromo-2-(10-bromodecyl)-6-hydroxy-4,5-dimethoxy-benzaldehyde BrC=1C(=C(C=O)C(=C(C1OC)OC)O)CCCCCCCCCCBr